FC1=C2C=C(NC2=CC(=C1)OCC=1N=CSC1)CNC(=O)N1CCC1 N-((4-fluoro-6-(thiazol-4-ylmethoxy)-1H-indol-2-yl)methyl)azetidine-1-carboxamide